Cl.N1=CC=C(C=C1)[C@@H](C)N (1R)-1-(pyridin-4-yl)ethan-1-amine-hydrochloride salt